N-(4-hydroxyphenyl)thiourea OC1=CC=C(C=C1)NC(=S)N